CC(C(=O)O)(CC)SC 2-METHYL-2-(METHYLSULFANYL)BUTANOIC ACID